1-(5-(2-amino-8-methyl-8H-imidazo[4',5':3,4]benzo[1,2-d]thiazol-5-yl)-4-methylpyridin-2-yl)propan-1-ol NC=1SC2=C(N1)C=C(C1=C2N(C=N1)C)C=1C(=CC(=NC1)C(CC)O)C